NC=1C=C(C=CC1)CC(C)=C1C=CC(C=C1)=C(CC1=CC(=CC=C1)N)C 1,4-bis(3-aminophenylisopropylidene)benzene